O1CCN(CC1)C1=CC=C(C=C1)CNC1=NN2C(NC(=CC2=O)CCC)=N1 2-[(4-morpholinophenyl)methylamino]-5-propyl-4H-[1,2,4]triazolo[1,5-a]pyrimidin-7-one